4-(tert-butoxymethyl)-1,3-dioxolane C(C)(C)(C)OCC1OCOC1